4-Acetyl-6-bromo-1,3-dimethyl-1,3-dihydro-2H-benzo[d]imidazol-2-one C(C)(=O)C1=CC(=CC=2N(C(N(C21)C)=O)C)Br